phenyl-adenine C1(=CC=CC=C1)C1=NC(=C2NC=NC2=N1)N